β-D-glucosyl-5-hydroxymethylcytidine [C@@H]1([C@H](O)[C@@H](O)[C@H](O)[C@H](O1)CO)[C@@]1([C@H](O)[C@H](O)[C@@H](CO)O1)N1C(=O)N=C(N)C(=C1)CO